C(CCCCC)OC1(OCC(C(C1)O)NC(CO)=O)C(=O)O 2-(hexyloxy)-4-hydroxy-5-(2-hydroxyacetamido)tetrahydro-2H-pyran-2-carboxylic acid